1,2-bis(trifluoromethoxy)ethane FC(OCCOC(F)(F)F)(F)F